C(C)OC(=O)C1=CC=NC2=CC=C(C=C12)N1CC(C1)CC1=CC=C(C=C1)Cl 6-(3-(4-chlorobenzyl)azetidin-1-yl)quinoline-4-carboxylic acid ethyl ester